4-(4-chlorophenyl)-N-(5-hydroxypyrimidin-2-yl)-piperazine-1-carboxamide ClC1=CC=C(C=C1)N1CCN(CC1)C(=O)NC1=NC=C(C=N1)O